C1N(CC12CNC2)C(=O)C2=CC1=CC=CC(=C1C=C2)OC2=CC=C(C=C2)C(F)(F)F (2,6-Diazaspiro[3.3]heptan-2-yl)(5-(4-(trifluoromethyl)phenoxy)naphthalen-2-yl)methanone